C(C)(C)(C)OC(=O)NC1=C(C=C(C=C1)N1CCC(CC1)CN1CCC2(CC(C2)NC(OCC2=CC=CC=C2)=O)CC1)F benzyl (7-((1-(4-((tert-butoxycarbonyl)amino)-3-fluorophenyl)piperidin-4-yl)methyl)-7-azaspiro[3.5]nonan-2-yl)carbamate